2,6-dinitro-1,3-dichloro-4-trifluoromethylbenzene [N+](=O)([O-])C1=C(C(=CC(=C1Cl)C(F)(F)F)[N+](=O)[O-])Cl